(3-bromo-1-cyclopropyl-1H-1,2,4-triazol-5-yl)propan-2-ol BrC1=NN(C(=N1)CC(C)O)C1CC1